C(C)(C)(C)OC(=O)N[C@H](C(=O)OC)CC(C(=O)OC)C(CO)C=C 1,5-dimethyl (2S)-2-[(tert-butoxycarbonyl)amino]-4-(1-hydroxybut-3-en-2-yl)pentanedioate